Bis(bicyclo[2.2.1]hept-5-en-2-ylmethoxy)methane AMINOCARBONYLCARBAMAT NC(=O)NC(O)=O.C12C(CC(C=C1)C2)COCOCC2C1C=CC(C2)C1